bromo-2,2-difluoro-8''-methyl-2''H-dispiro[cyclopropane-1,1'-cyclohexane-4',3''-imidazo[1,5-a]pyridine]-1'',5''-dione BrN1C2(N3C(=C(C=CC3=O)C)C1=O)CCC1(CC2)C(C1)(F)F